N-methyl-N,N-dioctadecyl-ammonium tetrakis(perfluorophenyl)borate FC1=C(C(=C(C(=C1F)F)F)F)[B-](C1=C(C(=C(C(=C1F)F)F)F)F)(C1=C(C(=C(C(=C1F)F)F)F)F)C1=C(C(=C(C(=C1F)F)F)F)F.C[NH+](CCCCCCCCCCCCCCCCCC)CCCCCCCCCCCCCCCCCC